1-acetoxyethyl dithiobenzoate C(C1=CC=CC=C1)(=S)SC(C)OC(C)=O